2-(bromomethyl)tetrahydroFuran BrCC1OCCC1